1,1-bis(3-methyl-4-hydroxyphenyl)-1-phenylethane CC=1C=C(C=CC1O)C(C)(C1=CC=CC=C1)C1=CC(=C(C=C1)O)C